6-((1-acetylazetidin-3-yl)oxy)-[1,2,4]triazolo[1,5-a]pyridine C(C)(=O)N1CC(C1)OC=1C=CC=2N(C1)N=CN2